(Z)-2-(octadec-9-en-1-yloxy)-4-pentadecylbenzyl 4-chlorobutanoate ClCCCC(=O)OCC1=C(C=C(C=C1)CCCCCCCCCCCCCCC)OCCCCCCCC\C=C/CCCCCCCC